ClC=1C=C(C=CC1OCC=1C(=C(C=CC1)C1=CC=CC=C1)C)CC(C(=O)NN)C#N 3-(3-chloro-4-((2-methyl-[1,1'-biphenyl]-3-yl)methoxy)phenyl)-2-cyanopropionyl-hydrazine